OCCOC[C@@H]1CN(CCO1)C(=O)OC(C)(C)C Tert-butyl (2S)-2-(2-hydroxyethoxymethyl)morpholine-4-carboxylate